tert-butyl 4-(3-oxo-7-(phenylsulfonyl)-1,3,4,7-tetrahydro-2H-pyrrolo[3',2':5,6]pyrido[3,4-d]pyrimidin-2-yl)benzoate O=C1N(CC2=C(N1)C=NC1=C2C=CN1S(=O)(=O)C1=CC=CC=C1)C1=CC=C(C(=O)OC(C)(C)C)C=C1